tert-Butyl N-[2-(1H-pyrrole-2-carbonylamino)ethyl]carbamate N1C(=CC=C1)C(=O)NCCNC(OC(C)(C)C)=O